FC1=CC=C(C=C1)C1CC2=CC=CC=C2C=C1 2-(4-fluorophenyl)-1H-naphthalen